C(C)OC(CCC(C)(C)F)=O 4-fluoro-4-methylpentanoic acid ethyl ester